(R)-5-(8-bromo-6-(2-fluorophenyl)-4-methyl-4H-benzo[f]imidazo[1,5-a][1,4]diazepin-3-yl)-3-ethyl-1,2,4-oxadiazole BrC=1C=CC2=C(C(=N[C@@H](C=3N2C=NC3C3=NC(=NO3)CC)C)C3=C(C=CC=C3)F)C1